7-allyl-1,4-dioxaspiro[4.5]decan-8-one C(C=C)C1CC2(OCCO2)CCC1=O